N-(4-amino-1H-pyrazolo[4,3-c]pyridin-7-yl)-N'-benzyl-N'-[(4-methyl-2-pyridyl)methyl]oxamide NC1=NC=C(C2=C1C=NN2)NC(=O)C(=O)N(CC2=NC=CC(=C2)C)CC2=CC=CC=C2